(R)-N-((R)-1-(5-cyanothiophen-2-yl)ethyl)-2-methylpropan-2-sulfinamide C(#N)C1=CC=C(S1)[C@@H](C)N[S@](=O)C(C)(C)C